C(C1=CC=CC=C1)N1C(=C(C2=CC=CC=C12)NC1=CC(=CC=C1)C(F)(F)F)C(=O)N[C@@H](C)C1=CC=C(C(=O)O)C=C1 (S)-4-(1-(1-benzyl-3-((3-(trifluoromethyl)phenyl)amino)-1H-indole-2-carboxamido)ethyl)Benzoic acid